2-Methoxy-4-(5-(7-methyl-7-((R)-2-methylpyrrolidin-1-yl)-6,7,8,9-tetrahydro-5H-benzo[7]annulen-2-yl)-1H-pyrazolo[3,4-b]pyridin-3-yl)benzenesulfonamide COC1=C(C=CC(=C1)C1=NNC2=NC=C(C=C21)C=2C=CC1=C(CCC(CC1)(N1[C@@H](CCC1)C)C)C2)S(=O)(=O)N